EthylEnone C=C=O